[N+](=O)([O-])C1=CC=C(C=C1)/C=C/C=C\1/C(NC2=CC=CC=C12)=O (E)-3-((E)-3-(4-nitrophenyl)allylidene)indolin-2-one